FC(C1CN(CCO1)C=1C=CC2=C(N=C(O2)C2=CN=C(C3=CN=C(C=C23)N)NC)C1)F 4-[5-[2-(difluoromethyl)morpholin-4-yl]-1,3-benzoxazol-2-yl]-N1-methyl-2,7-naphthyridine-1,6-diamine